O[C@@H]1C[C@H](N(C1)C(=O)OC(C)(C)C)NC(=O)[C@@H](C)C1=CC=C(C=C1)C1=C(N=CS1)C Tert-butyl (2S,4R)-4-hydroxy-2-(((S)-1-(4-(4-methylthiazol-5-yl)phenyl)ethyl)formamido)pyrrolidine-1-carboxylate